benzoic acid stearylamide C(CCCCCCCCCCCCCCCCC)NC(C1=CC=CC=C1)=O